3-fluoro-D-phenylalanine FC=1C=C(C[C@@H](N)C(=O)O)C=CC1